3-amino-6-chloro-4-(7-chloro-1H-indazol-4-yl)-2-oxo-1H-quinoline-7-carbonitrile NC=1C(NC2=CC(=C(C=C2C1C1=C2C=NNC2=C(C=C1)Cl)Cl)C#N)=O